C1CCC12[C@H](CNCC2)OC=2C=C1COC(C1=CC2)=O |r| rac-5-((7-azaspiro[3.5]nonan-5-yl)oxy)isobenzofuran-1(3H)-one